N-[1-(2-hydroxyethyl)-4-piperidyl]-5-[3-(prop-2-enoyl-amino)phenyl]-1-(2-trimethylsilylethoxymethyl)indazole-3-carboxamide OCCN1CCC(CC1)NC(=O)C1=NN(C2=CC=C(C=C12)C1=CC(=CC=C1)NC(C=C)=O)COCC[Si](C)(C)C